rel-6-((2R*,3S*,4S*,5R*)-3-(3,4-difluoro-2-methoxyphenyl)-4,5-dimethyl-5-(trifluoromethyl)tetrahydrofuran-2-yl)-2-methyl-3-((S)-S-methylsulfonimidoyl)pyridin-4(1H)-one FC=1C(=C(C=CC1F)[C@H]1[C@@H](O[C@]([C@H]1C)(C(F)(F)F)C)C1=CC(C(=C(N1)C)[S@](=O)(=N)C)=O)OC |o1:8,9,11,12,26|